6-tert-Butyl-N-(1H-pyrazol-4-ylsulfonyl)-2-(2,4,6-trimethylphenoxy)pyridin-3-carboxamid C(C)(C)(C)C1=CC=C(C(=N1)OC1=C(C=C(C=C1C)C)C)C(=O)NS(=O)(=O)C=1C=NNC1